ClC1=C(C=NO)C=C(C(=C1)F)C1=NN(C(=C1Cl)C(F)(F)F)C 2-chloro-5-(4-chloro-1-methyl-5-trifluoromethyl-1H-3-pyrazolyl)-4-fluorobenzaldehyde oxime